C1(=CC=CC=C1)[C@@H]1CCC=2N1N=C(N2)C(=O)N[C@H]2CCC1=C(N(C2=O)C)C=CC=N1 (5S)-5-Phenyl-N-[(7S)-5-methyl-6-oxo-8,9-dihydro-7H-pyrido[3,2-b]azepin-7-yl]-6,7-dihydro-5H-pyrrolo[1,2-b][1,2,4]triazol-2-carboxamid